2-(4-(diphenylamino)phenyl)anthraquinone C1(=CC=CC=C1)N(C1=CC=C(C=C1)C1=CC=2C(C3=CC=CC=C3C(C2C=C1)=O)=O)C1=CC=CC=C1